N1(C=NC2=C1C=CC=C2)C=2C(=C(C(=CC2OC)OC2=C(C=C(C=C2)OC)C=2SC1=C(N2)C=CC=C1)O)C=1SC2=C(N1)C=CC=C2 3-(1H-benzo[d]imidazol-1-yl)-2-(benzo[d]thiazol-2-yl)-6-(2-(benzo[d]thiazol-2-yl)-4-methoxyphenoxy)-4-methoxyphenol